(3-(3-ethylureido)propyl)carbamate C(C)NC(NCCCNC([O-])=O)=O